3-(1-cyanoazetidin-3-yl)-1-(cyclopropyl-methyl)-N-(1-methylcyclopropyl)-2,4-dioxo-1,2,3,4-tetrahydroquinazoline-6-sulfonamide C(#N)N1CC(C1)N1C(N(C2=CC=C(C=C2C1=O)S(=O)(=O)NC1(CC1)C)CC1CC1)=O